1-(1-(2-(pyrrolidin-1-yl)-4-(trifluoromethyl)benzyl)-1,8-diazaspiro[4.5]decane-8-carbonyl)-1H-pyrazole-3-carboxylic acid HCl salt Cl.N1(CCCC1)C1=C(CN2CCCC23CCN(CC3)C(=O)N3N=C(C=C3)C(=O)O)C=CC(=C1)C(F)(F)F